3-FORMYL-4-METHOXY-BENZOIC ACID C(=O)C=1C=C(C(=O)O)C=CC1OC